propenyl-silane methyl-3-(dibenzylcarbamoyl)bicyclo[1.1.1]pentane-1-carboxylate COC(=O)C12CC(C1)(C2)C(N(CC2=CC=CC=C2)CC2=CC=CC=C2)=O.C(=CC)[SiH3]